C12(CC3CC(CC(C1)C3)C2)NCCCC(=O)NC2=CC(=CC=C2)C2C(NC(CC2)=O)=O 4-((adamantan-1-yl)amino)-N-(3-(2,6-dioxopiperidin-3-yl)phenyl)butanamide